N-(2,6-diisopropylphenyl)-4-(5-((1S,2S)-2-fluorocyclopropyl)-1,2,4-oxadiazol-3-yl)-4-methylpiperidine-1-carboxamide C(C)(C)C1=C(C(=CC=C1)C(C)C)NC(=O)N1CCC(CC1)(C)C1=NOC(=N1)[C@H]1[C@H](C1)F